O=C1NCC2=C(C=CC(=C12)NC1=CC=C(C=N1)N1C[C@@]2(CCNC2=O)CCC1)C=1C=NN2C1CCCC2 (S)-7-(6-((3-oxo-7-(4,5,6,7-tetrahydropyrazolo[1,5-a]pyridin-3-yl)isoindolin-4-yl)amino)pyridin-3-yl)-2,7-diazaspiro[4.5]decan-1-one